FC1=C(OCCCC(=O)O)C(=CC(=C1)C=1C=C(C=C2CC(NC12)(C)C)F)F 4-[2,6-difluoro-4-(5-fluoro-2,2-dimethyl-2,3-dihydro-1H-indol-7-yl)-phenoxy]-butyric acid